4-(2-(5-chloro-2,3-dihydroxy-benzylideneamino)-4-methoxy-3-oxobutyl)phenyl isobutyrate C(C(C)C)(=O)OC1=CC=C(C=C1)CC(C(COC)=O)N=CC1=C(C(=CC(=C1)Cl)O)O